(4Z)-4-(1,3-Benzothiazol-6-ylmethylene)-2-(3-imidazol-1-ylpropylamino)-1H-imidazol-5-one S1C=NC2=C1C=C(C=C2)\C=C\2/N=C(NC2=O)NCCCN2C=NC=C2